methyl cinnamate (3-phenylprop-2-enoate) C1(=CC=CC=C1)C=CC(=O)O.C(C=CC1=CC=CC=C1)(=O)OC